BrCC1=CC(=NN1C(C)C)S(NC(=O)NC1=C2CCCC2=CC=2CCCC12)(=O)=N 1-[[5-(bromomethyl)-1-isopropylpyrazol-3-yl](imino)oxo-lambda6-sulfanyl]-3-(1,2,3,5,6,7-hexahydro-s-indacen-4-yl)urea